5-(2-(1,3-dioxo-2-(4-(5-(p-tolyl)-1,3,4-oxadiazol-2-yl)phenyl)isoindolin-5-yl)-1,1,1,3,3,3-hexafluoropropan-2-yl)-2-methylisoindoline-1,3-dione O=C1N(C(C2=CC(=CC=C12)C(C(F)(F)F)(C(F)(F)F)C=1C=C2C(N(C(C2=CC1)=O)C)=O)=O)C1=CC=C(C=C1)C=1OC(=NN1)C1=CC=C(C=C1)C